NC1CCN(CC1)C1=CC=CC=N1 6-(4-aminopiperidin-1-yl)pyridin